C1(=CC=CC=C1)C=1S(CCS(C1)(=O)=O)(=O)=O 2,3-dihydro-5-phenyl-1,4-dithiine-1,1,4,4-tetraoxide